tert-butyl (4,5-difluoro-1H-indol-3-yl)carbamate FC1=C2C(=CNC2=CC=C1F)NC(OC(C)(C)C)=O